CC1=CC=CC=C1NC(=O)N o-Tolylurea